BrC1=C(C=CC=C1)C1=CC(=C(C=C1)Cl)C1=CC=CC=C1 2-bromo-4'-chloro-1,1':3',1''-terphenyl